Cl.N[C@H](C(=O)N)CC=1C(NC2=CC(=C(C=C2C1)F)F)=O (S)-2-Amino-3-(6,7-difluoro-2-oxo-1,2-dihydroquinolin-3-yl)propanamide hydrochloride